C1(CCCCC1)CS(=O)(=O)Cl cyclohexyl-methane-sulfonyl chloride